5-(2-{5-[(3R,5R)-3-amino-5-fluoropiperidine-1-carbonyl]-7-methoxy-1-methyl-1H-1,3-benzodiazol-2-yl}-1-(cyclopropylmethyl)-1H-pyrrolo[2,3-b]pyridin-6-yl)-6-methylpyridine-2-carboxamide N[C@H]1CN(C[C@@H](C1)F)C(=O)C1=CC2=C(N(C(=N2)C2=CC=3C(=NC(=CC3)C=3C=CC(=NC3C)C(=O)N)N2CC2CC2)C)C(=C1)OC